C(C1CO1)OC1=C(C2=CC=CC=C2C=C1)C1=C(C=CC2=CC=CC=C12)OCC1CO1 2,2'-diglycidyl-oxy-1,1'-binaphthalene